C(OCC1C(OCC1)C)(=S)SC S-methyl O-((2-methyltetrahydrofuran-3-yl)methyl) carbonodithioate